8-[(2S,5R)-4-[(3,5-difluorophenyl)(4-fluorophenyl)methyl]-2,5-dimethylpiperazin-1-yl]-5-methyl-6-oxo-5,6-dihydro-1,5-naphthyridine-2-carbonitrile FC=1C=C(C=C(C1)F)C(N1C[C@@H](N(C[C@H]1C)C1=CC(N(C=2C=CC(=NC12)C#N)C)=O)C)C1=CC=C(C=C1)F